O=C(C(=O)O)CCC Oxovaleric acid